C(C)(C)(C)C1CC12NCCN(C2)C2=C(C=NC=C2C(F)F)N tert-Butyl-7-(3-amino-5-(difluoromethyl)pyridin-4-yl)-4,7-diazaspiro[2.5]octane